tert-butyl 2-(3-fluoro-4-(7-(methylcarbamoyl)imidazo[2',1':2,3]thiazolo[4,5-c]pyridin-2-yl)phenyl)pyrrolidine-1-carboxylate FC=1C=C(C=CC1C=1N=C2SC3=C(C=NC(=C3)C(NC)=O)N2C1)C1N(CCC1)C(=O)OC(C)(C)C